C(CC1=CC=CC=C1)C=1C(=C(C=CC1)O)CCCC1=CC=CC=C1 phenethylphenylpropylphenol